1-phenyl-3-(2-thiazolyl)-2-thiourea C1(=CC=CC=C1)NC(=S)NC=1SC=CN1